C(C=C)(=O)N1[C@@H](C[C@H](CC1)N1C=NC=2C(=NC=3C(=C(C(=CC3C21)Cl)C2=C(C(=CC(=C2)O)C)C)F)N2CC(C2)N(C)C)CC#N 2-((2S,4S)-1-acryloyl-4-(8-chloro-4-(3-(dimethylamino)azetidin-1-yl)-6-fluoro-7-(5-hydroxy-2,3-dimethylphenyl)-1H-imidazo[4,5-c]quinolin-1-yl)piperidin-2-yl)acetonitrile